lithium bis(fluorosulfonyl) sulfite S(=O)(OS(=O)(=O)F)OS(=O)(=O)F.[Li]